CC=1C=2N(C=3C=CC=CC3N1)C1=CC=C(C=C1C2)C=2SC=CC2 6-methyl-9-(thiophen-2-yl)indolo[1,2-a]quinoxaline